6-chloro-3-((2-(((1S)-(4-fluoro-2-methyltetrahydrofuran-2-yl)(3-methylpyridin-2-yl)methyl)amino)-3,4-dioxocyclobut-1-en-1-yl)amino)-2-hydroxy-N,N-dimethylbenzamide ClC1=CC=C(C(=C1C(=O)N(C)C)O)NC1=C(C(C1=O)=O)N[C@@H](C1=NC=CC=C1C)C1(OCC(C1)F)C